C(C)NC=1C=C2C(NC(C2=CC1)=O)=O 5-(ethylamino)isoindole-1,3-dione